BrC1=C2C(=CN=CC2=CN=C1OCCOC)C=O 5-bromo-6-(2-methoxyethoxy)-2,7-naphthyridine-4-carbaldehyde